7-(1-methyl-1H-pyrazol-3-yl)-6-nitro-3,4-dihydroquinazolin-4-one CN1N=C(C=C1)C1=C(C=C2C(NC=NC2=C1)=O)[N+](=O)[O-]